N1(C=NC=C1)CC1=CC=C(C=C1)/C=C/C(=O)O (2E)-3-{4-[(1H-imidazol-1-yl)methyl]phenyl}propane-2-enoic acid